C(CCCCCCCC)C(C)CCCCCCCCC 2-nonylundecan